C(CCC)OC(=O)N1CCNCC1 butyl-1-piperazinecarboxylate